oxetan-3-yl 3-{[(2E)-3-(4-chlorobenzenesulfonyl)prop-2-en-1-yl]carbamoyl}-2-oxo-1,2,5,6,7,8-hexahydro-1,6-naphthyridine-6-carboxylate ClC1=CC=C(C=C1)S(=O)(=O)/C=C/CNC(=O)C=1C(NC=2CCN(CC2C1)C(=O)OC1COC1)=O